C[N+](CCOP(=O)(O)[O-])(C)C.O[C@H]1[C@@H](O[C@@H]([C@H]1O)CO)N1C=2NC=NC(C2N=C1)=O 9-[(2R,3R,4S,5R)-3,4-dihydroxy-5-(hydroxymethyl)oxolan-2-yl]-6,9-dihydro-3H-purin-6-one 2-(trimethylammonio)ethyl-hydrogenphosphate